N-(3-chloro-4-methylphenyl)-5-(1-cyclohexyl-4-(4-fluorophenyl)-1H-imidazol-5-yl)furan-2-carboxamide benzyl-(1R,5S,7S)-7-(hydroxymethyl)-6-oxa-2-azabicyclo[3.2.1]octane-2-carboxylate C(C1=CC=CC=C1)OC(=O)N1[C@H]2[C@H](O[C@@H](CC1)C2)CO.ClC=2C=C(C=CC2C)NC(=O)C=2OC(=CC2)C2=C(N=CN2C2CCCCC2)C2=CC=C(C=C2)F